C1(CC1)CNC1=C(C#N)C=C(C=C1)C1=NC(=NO1)C=1C=C2CC(NC2=CC1)=O 2-((cyclopropyl-methyl)amino)-5-(3-(2-oxoindolin-5-yl)-1,2,4-oxadiazol-5-yl)benzonitrile